CC=1OC2=C(N1)C[C@@]1([C@H]3CC[C@]4([C@H]([C@@H]3[C@H]([C@@H]([C@H]1C2)O)O)CCC4=C)C)C (3aS,3bR,4R,5R,5aS,10aR,10bS,12aS)-8,10a,12a-trimethyl-1-methylene-2,3,3a,3b,4,5,5a,6,10,10a,10b,11,12,12a-tetradecahydro-1H-cyclopenta[7,8]phenanthro[3,2-d]oxazole-4,5-diol